((5-iodo-1-methyl-1H-1,2,4-triazol-3-yl)methoxy)methyl-6-(trifluoromethyl)nicotinic acid methyl ester COC(C1=C(N=C(C=C1)C(F)(F)F)COCC1=NN(C(=N1)I)C)=O